C(#N)C1=CC(=C(COC2=CC=CC(=N2)NC2CN(C2)CC2=NC3=C(N2C[C@H]2OCC2)C=C(C=C3)C(=O)O)C=C1)F (S)-2-((3-((6-((4-cyano-2-fluorobenzyl)oxy)pyridin-2-yl)amino)azetidin-1-yl)methyl)-1-(oxetan-2-ylmethyl)-1H-benzo[d]imidazole-6-carboxylic acid